C1(CC1)C(=O)NC1=NC=C(C(=O)NC([2H])([2H])[2H])C(=C1)NC1=CN(C2=C1C(N(C=C2)CC)=O)CC(F)(F)F 6-(Cyclopropanecarboxamido)-4-((5-ethyl-4-oxo-1-(2,2,2-trifluoroethyl)-4,5-dihydro-1H-pyrrolo[3,2-c]pyridin-3-yl)amino)-N-(methyl-d3)nicotinamide